5,5-dimethyl-3-oxocyclohex-1-en-1-yl benzoate C(C1=CC=CC=C1)(=O)OC1=CC(CC(C1)(C)C)=O